C(C)(C)(C)OC(=O)NCC(C(=O)O)C1=CC=C(C=C1)OC 3-[(tert-butoxycarbonyl)amino]-2-(4-methoxyphenyl)propionic acid